cyclopentadienyl-(trimethyl)platinum C1(C=CC=C1)[Pt](C)(C)C